4-morpholinyl-2-(4-methoxyphenyl)toluene N1(CCOCC1)C1=CC(=C(C)C=C1)C1=CC=C(C=C1)OC